CC1=C(N=C(N1)C1=NC=CC(=C1)C=1C=NC=C(C1)N1CCOCC1)C(=O)N[C@H](C)C1=CC=CC=C1 5-Methyl-2-(5-morpholin-4-yl-3,4'-bipyridin-2'-yl)-N-[(1R)-1-phenylethyl]-1H-imidazole-4-carboxamide